bromazepan C1CCCN(CC1)Br